C(C)OC(=O)C1=C(SC=C1)C1=CC=C(C=C1)[N+](=O)[O-] 2-(4-Nitrophenyl)thiophene-3-carboxylic acid ethyl ester